BrC1=CC=CC(=N1)C1=CN=C2N1N=C(C(=C2)OC)CC(C)O (3-(6-bromopyridin-2-yl)-7-methoxyimidazo[1,2-b]pyridazin-6-yl)propan-2-ol